2,3-Dimethoxy-13-(3-(pyrrolidin-1-yl)propoxy)-[1,3]dioxolo[4',5':4,5]benzo[1,2-c]phenanthridine COC=1C=C2C(=NC=3C4=C(C=CC3C2=CC1OC)C=C1C(=C4)OCO1)OCCCN1CCCC1